[SH3+].[Sb+3] antimony sulfonium salt